N-cyclopropyl-3-(6-((1-hydroxy-2-methylpropan-2-yl)amino)-5-(piperidin-4-yl)pyridin-3-yl)-4-methylbenzamide C1(CC1)NC(C1=CC(=C(C=C1)C)C=1C=NC(=C(C1)C1CCNCC1)NC(CO)(C)C)=O